CC1(C(CC2=CC=CC=C12)NC1=CC=C(C=C1)[C@@H](C(F)(F)F)N(C(=O)C1CN(C1)C(=O)NC)C)C N3-((1S)-1-(4-((1,1-Dimethyl-2,3-dihydro-1H-inden-2-yl)amino)phenyl)-2,2,2-trifluoroethyl)-N1,N3-dimethylazetidine-1,3-dicarboxamide